ClC1=C(C=NN1C(F)(F)F)N 5-chloro-1-(trifluoromethyl)-1H-pyrazol-4-amine